2-((1S,2S)-1-(2-cyanophenyl)-1-(1,3-dimethyl-1H-pyrazol-5-yl)propan-2-yl)-5-hydroxy-N-(isoxazol-4-yl)-1-methyl-6-oxo-1,6-dihydropyrimidine-4-carboxamide C(#N)C1=C(C=CC=C1)[C@H]([C@H](C)C=1N(C(C(=C(N1)C(=O)NC=1C=NOC1)O)=O)C)C1=CC(=NN1C)C